CN1N=C(N=C1NC=1C=C2CC(NCC2=CC1)=O)C1=CC=C(C(=O)NCC(F)(F)F)C=C1 4-(1-Methyl-5-((3-oxo-1,2,3,4-tetrahydroisoquinolin-6-yl)amino)-1H-1,2,4-triazol-3-yl)-N-(2,2,2-trifluoroethyl)benzamide